ClC=1C(=C(C=CC1)C1=C(C=CC=C1OC(C)C)OC(C)C)P(C1CCCCC1)C1CCCCC1 chloro(2-dicyclohexylphosphino-2',6'-di-i-propoxy-1,1'-biphenyl)